N-(1-(1-methylpiperidin-4-yl)-1H-pyrazol-4-yl)-3-(3-(pyridin-3-yl)pyrazolo[1,5-a]pyridin-5-yl)-1H-pyrrolo[2,3-b]pyridine-5-carboxamide CN1CCC(CC1)N1N=CC(=C1)NC(=O)C=1C=C2C(=NC1)NC=C2C2=CC=1N(C=C2)N=CC1C=1C=NC=CC1